6-(4-(7-chloro-2-methyl-2H-indazol-4-yl)-2-fluoro-6-methylbenzyl)-6,7-dihydro-5H-pyrrolo[3,4-b]pyridin-5-one-7,7-d2 ClC1=CC=C(C2=CN(N=C12)C)C1=CC(=C(CN2C(C3=NC=CC=C3C2=O)([2H])[2H])C(=C1)C)F